C(CCCCCCC\C=C/C\C=C/CCCCC)OCC(CN1CCOCC1)OCCCCCCCC\C=C/C\C=C/CCCCC 1,2-dilinoleoxy-3-morpholinopropane